ClC1=C(C=CC=C1C1C(NC(CC1)=O)=O)C1=CC=C(C=C1)N1C2(CC2)CCOC1=O 3-(2-chloro-4'-(5-oxo-6-oxa-4-azaspiro[2.5]octan-4-yl)-[1,1'-biphenyl]-3-yl)piperidine-2,6-dione